2-pentyl 2-cyanoacrylate C(#N)C(C(=O)OC(C)CCC)=C